CC(C)NC(O[C@H]1C[C@H](CC1)C1=CC(=NN1)NC(=O)C1=CN=NN1C)=O (1R,3S)-3-(3-{[(1-methyl-1H-1,2,3-triazol-5-yl)-carbonyl]amino}-1H-pyrazol-5-yl)cyclopentyl propan-2-ylcarbamate